Aza-anthranilic acid C(C=1C(N)=NC=CC1)(=O)O